C(C)(C)(C)C1=NOC(=C1)C(=O)N[C@H](C)C1=C(C=C(C=C1)C1=NC=NC=2NC=3CC(CCC3C21)=O)C (R)-3-(tert-butyl)-N-(1-(2-methyl-4-(7-oxo-6,7,8,9-tetrahydro-5H-pyrimido[4,5-b]indol-4-yl)phenyl)ethyl)isoxazole-5-carboxamide